6-cyano-4-([2,4-difluoro-3-[1-(1H-imidazol-2-yl)imidazo[1,5-a]pyridin-6-yl]phenyl]sulfamoyl)-2,3-dihydro-1H-inden-1-yl acetate C(C)(=O)OC1CCC2=C(C=C(C=C12)C#N)S(NC1=C(C(=C(C=C1)F)C=1C=CC=2N(C1)C=NC2C=2NC=CN2)F)(=O)=O